FC1(CN(C1)C1=C(C=C(C=N1)C=1C(=C(C=CC1)CO)F)F)F {3-[6-(3,3-Difluoroazetidin-1-yl)-5-fluoropyridin-3-yl]-2-fluorophenyl}methanol